C(C=C)(=O)N1CC(C1)N1N=NC=2C=NC=3C(=C(C(=CC3C21)Cl)C2=C(C=CC=C2F)OC(C=C)=O)F 2-(1-(1-propenoylazetidin-3-yl)-8-chloro-6-fluoro-1H-[1,2,3]triazolo[4,5-c]quinolin-7-yl)-3-fluorophenylacrylate